FC1=C(COC2=CC=CC=C2C#N)C=CC=C1 6-((2-fluorobenzyl)oxy)benzonitrile